6-amino-9-[(6-chloro-3-pyridyl)methyl]-2-[(R)-methyl(propyl)phosphoryl]-7H-purin-8-one NC1=C2NC(N(C2=NC(=N1)[P@](=O)(CCC)C)CC=1C=NC(=CC1)Cl)=O